C(C)(=O)O.ClC1=CC(=C(CN2C(NC(C3=C2C=CN3)=O)=C=S)C=C1)[C@@H]1NCCC1 |o1:24| rel-(R)-1-(4-chloro-2-(pyrrolidin-2-yl)benzyl)-2-thiocarbonyl-1,2,3,5-tetrahydro-4H-pyrrolo[3,2-d]pyrimidin-4-one (acetate)